P(=O)(O)(O)O.CN1C=2N(C=3C(C1=O)=C(N(N3)CC3=CC=C(C=C3)C3=NC(=CC=C3)F)NC3=CC=CC=C3)[C@@H]3[C@H](N2)CCC3 (6aR,9aS)-5,6a,7,8,9,9a-hexahydro-5-methyl-3-(phenylamino)-2-((4-(6-fluoropyridin-2-yl)phenyl)methyl)-cyclopent[4,5]imidazo[1,2-a]pyrazolo[4,3-e]pyrimidin-4(2H)-one monophosphate